CC(C(C)=O)C=C=C(CCC=C(C)C)C 3,6,10-trimethylundeca-4,5,9-trien-2-one